COCCC1(CCCCC1)CN1N=CC(=C1)B1OC(C(O1)(C)C)(C)C 1-((1-(2-methoxyethyl)cyclohexyl)methyl)-4-(4,4,5,5-tetramethyl-1,3,2-dioxaborolan-2-yl)-1H-pyrazole